2-[(4R,6S)-6-[(benzo[d]thiazol-2-ylthio)methyl]-2-oxo-1,3-dioxan-4-yl]acetate S1C(=NC2=C1C=CC=C2)SC[C@@H]2C[C@@H](OC(O2)=O)CC(=O)[O-]